FC1([C@H](C1)C(=O)NC1=NC=C2C=C(C=NC2=C1)C=1C=NC(=CC1C)[C@@H](C)O)F (R)-2,2-difluoro-N-(3-(6-((R)-1-hydroxyethyl)-4-methylpyridin-3-yl)-1,6-naphthyridin-7-yl)cyclopropane-1-carboxamide